CCCCCCCC(C)C(=O)OCC1=CC=CC=C1 Benzyl nonane-8-carboxylate